zinc behenyl-carboxylate C(CCCCCCCCCCCCCCCCCCCCC)C(=O)[O-].[Zn+2].C(CCCCCCCCCCCCCCCCCCCCC)C(=O)[O-]